(S)-2-((7-(4-chlorophenylethoxy)-1-oxo-3,4-dihydroisoquinolin-2(1H)-yl)methyl)-1-((oxetan-2-yl)methyl)-1H-benzo[d]imidazole-6-carboxylic acid ClC1=CC=C(C=C1)CCOC1=CC=C2CCN(C(C2=C1)=O)CC1=NC2=C(N1C[C@H]1OCC1)C=C(C=C2)C(=O)O